difluoro-2',5'-dimethoxy-5,5''-bis(trifluoromethoxy)-1,1':4',1''-terphenyl FC=1C(=C(C=C(C1)OC(F)(F)F)C1=C(C=C(C(=C1)OC)C1=CC=CC(=C1)OC(F)(F)F)OC)F